C(=O)C1=CC=C(C=N1)OCC(CC)CS(=O)(=O)OC1CCOC2(C1)CCN(CC2)CC2=CC=CC=C2 9-benzyl-1-oxa-9-azaspiro[5.5]undecan-4-ol 1-((6-formylpyridin-3-yl)oxy)butan-2-yl-methanesulfonate